6-(3-Adamantan-1-yl-4-Hydroxycarbamoylmethoxy-phenyl)-naphthalene-2-carboxylic acid C12(CC3CC(CC(C1)C3)C2)C=2C=C(C=CC2OCC(NO)=O)C=2C=C3C=CC(=CC3=CC2)C(=O)O